chloro-[4-(difluoromethyl)-2-fluoro-phenyl]zinc Cl[Zn]C1=C(C=C(C=C1)C(F)F)F